(5-bromo-7-(2-(tetrahydro-2H-pyran-4-yl)ethoxy)benzofuran-3-yl)methanol BrC=1C=C(C2=C(C(=CO2)CO)C1)OCCC1CCOCC1